O1COC2=C1C=CC(=C2)C(=O)N2CCN(CC2)C=2C=1N(C=C(C2)S(=O)(=O)NC2(CC2)C)C(=NC1)C=1SC(=NN1)C(F)(F)F 8-(4-(benzo[d][1,3]dioxole-5-carbonyl)piperazin-1-yl)-N-(1-methylcyclopropyl)-3-(5-(trifluoromethyl)-1,3,4-thiadiazol-2-yl)imidazo[1,5-a]pyridine-6-sulfonamide